(S)-(1-(4-((2R,3S,4S,5R)-3-(3,4-difluoro-2-methoxyphenyl)-4,5-dimethyl-5-(trifluoromethyl)tetrahydrofuran-2-carboxamido)pyridin-2-yl)-2-hydroxyethyl)carbamic acid tert-butyl ester C(C)(C)(C)OC(N[C@H](CO)C1=NC=CC(=C1)NC(=O)[C@@H]1O[C@]([C@H]([C@H]1C1=C(C(=C(C=C1)F)F)OC)C)(C(F)(F)F)C)=O